tert-butyl (R)-4-((6-chloropyrazin-2-yl)oxy)-3,3-difluoropiperidine-1-carboxylate ClC1=CN=CC(=N1)O[C@H]1C(CN(CC1)C(=O)OC(C)(C)C)(F)F